C(C)(C)C1N2C(C3=CC(=C(C=C3C1)C=1C=NC(=CC1)C)OC)=CC(C(=C2)C(=O)[O-])=O 6-isopropyl-10-methoxy-9-(6-methylpyridin-3-yl)-2-oxo-6,7-dihydro-2H-pyrido[2,1-a]isoquinoline-3-carboxylate